2-(2-isopropylphenyl)-9-(4-(5-methyl-2H-tetrazol-2-yl)benzyl)-7,9-dihydro-8H-purin-8-one C(C)(C)C1=C(C=CC=C1)C1=NC=C2NC(N(C2=N1)CC1=CC=C(C=C1)N1N=C(N=N1)C)=O